F[C@H]1CN(CC[C@H]1OC)C1=NC=CC(=N1)NC=1N=CC2=C(C=CC(=C2C1)[C@@H]1[C@H](COC1)NC(C#CC)=O)N1CC(C1)CS(=O)(=O)C N-((3R,4R)-4-(3-((2-((3S,4R)-3-fluoro-4-methoxypiperidin-1-yl)pyrimidin-4-yl)amino)-8-(3-((methylsulfonyl)methyl)azetidin-1-yl)isoquinolin-5-yl)tetrahydrofuran-3-yl)but-2-ynamide